F[C@H]1[C@@H](O[C@@H]([C@H]1O)CO)N1C(=S)NC(=O)C=C1 Deoxy-2'-Fluoro-2-Thiouridine